11-hydroxylauric acid OC(CCCCCCCCCC(=O)O)C